NC=1C(=NC(=CC1)Br)C(=O)OC Methyl 3-amino-6-bromopicolate